C1(CC1)N(C1=NC(=CC=2N=C(N=CC21)S(=O)C)C2=CC(=CC1=CC=C(C(=C21)C#C[Si](C(C)C)(C(C)C)C(C)C)F)OCOC)C N-cyclopropyl-7-[7-fluoro-3-(methoxymethoxy)-8-[2-(triisopropylsilyl)ethynyl]naphthalen-1-yl]-2-methanesulfinyl-N-methylpyrido[4,3-d]pyrimidin-5-amine